C[NH+](CCO)CCO N-methyl-N,N-di(2-hydroxyethyl)ammonium